N-((E)-3-(4-((3-methyl-4-((1-methyl-1H-benzo[d]imidazol-5-yl)oxy)phenyl)amino)pyrido[3,2-d]pyrimidin-6-yl)allyl)-4-morpholinobut-2-enamide CC=1C=C(C=CC1OC1=CC2=C(N(C=N2)C)C=C1)NC=1C2=C(N=CN1)C=CC(=N2)/C=C/CNC(C=CCN2CCOCC2)=O